C(C(C)C)C1=CC(=C(C(=C1)C)OB(O)O)C (4-isobutyl-2,6-dimethylphenyl)boric acid